(R)-5-(fluoro(phosphono)methyl)benzo[b]thiophene-2-carboxylic acid F[C@@H](C1=CC2=C(SC(=C2)C(=O)O)C=C1)P(=O)(O)O